ethylmethyldiethylammonium C(C)[N+](CC)(CC)C